4-bromo-2-fluoro-1,1'-biphenyl BrC1=CC(=C(C=C1)C1=CC=CC=C1)F